S(N)(OC[C@@H]1OC2(O[C@H]1CC1=C(C=CC=C1)Cl)CCCC2)(=O)=O ((2S,3S)-3-(2-chlorobenzyl)-1,4-dioxaspiro[4.4]nonan-2-yl)methyl sulfamate